2-(4-(trifluoromethyl)phenyl)cyclohepta-2-ene-1-sulfonyl fluoride FC(C1=CC=C(C=C1)C=1C(CCCCC1)S(=O)(=O)F)(F)F